NC1=C(C(=CC=2N(C(=NC21)COC)C)C(F)(F)F)C2=CC=CN1C(=CC(=C21)O)C(=O)C2=CC(=C(C(=C2)F)F)F (8-(4-amino-2-(methoxymethyl)-1-methyl-6-(trifluoromethyl)-1H-benzo[d]imidazol-5-yl)-1-hydroxyindolizin-3-yl)(3,4,5-trifluorophenyl)methanone